FC=1C(=NC(=NC1)\C(=C/C(=O)C1=NOC=C1)\N(C)OC)OC (E)-3-(5-fluoro-4-methoxypyrimidin-2-yl)-1-(isoxazol-3-yl)-3-(methoxy(methyl)amino)prop-2-en-1-one